3-[2-methyl-4-(2-methyl-2-propyl)phenyl]propanal CC1=C(C=CC(=C1)C(C)(C)C)CCC=O